COCCOC1=CC=C(C=C1)N1CCN(CC1)C(CCC(C)C)=O 1-(4-(4-(2-methoxyethoxy)phenyl)piperazin-1-yl)-4-methylpentan-1-one